C1(=CC=CC=C1)C1=C(C(=C(C=C1)C1=CC=CC=C1)C1=NN=NC(=C1C1=CC=CC=C1)C1=CC=CC=C1)C1=CC=CC=2OC3=C(C21)C=CC=C3 Phenyldibenzofuranyl(diphenyltriazinyl)biphenyl